1-(2-chloro-4-((7-hydroxy-6-methoxyquinazolin-4-yl)oxy)phenyl)-3-(2-fluoro-5-methylphenyl)urea ClC1=C(C=CC(=C1)OC1=NC=NC2=CC(=C(C=C12)OC)O)NC(=O)NC1=C(C=CC(=C1)C)F